CC(CCC(C(=O)N)(C1=CC=CC=C1)C1=CC=CC=C1)C 5-METHYL-2,2-DIPHENYLHEXANAMID